4-(5-(3,5-dichlorophenyl)-5-(trifluoromethyl)-4,5-dihydroisoxazol-3-yl)phenol ClC=1C=C(C=C(C1)Cl)C1(CC(=NO1)C1=CC=C(C=C1)O)C(F)(F)F